4-(5,6-dibromopyridin-2-yl)sulfanylbutanoic acid BrC=1C=CC(=NC1Br)SCCCC(=O)O